4-ethyl-5-fluoro-1,3-dioxolane-2-one C(C)C1OC(OC1F)=O